tert-butyl N-[5-[2-butyl-7-[(2,4-dimethoxyphenyl)methylamino]-4-isopropoxy-imidazo[4,5-d]pyridazin-3-yl]pentyl]carbamate C(CCC)C=1N(C=2C(=C(N=NC2OC(C)C)NCC2=C(C=C(C=C2)OC)OC)N1)CCCCCNC(OC(C)(C)C)=O